COC(CC)(S(=O)(=O)O)C.BrC=1C=CC(=NC1)C(C(C)C)NC=O (1-(5-bromopyridin-2-yl)-2-methylpropyl)formamide methoxy-1-methyl-1-propanesulfonate